hexa-animine palladium [Pd].C(CCCCC)=N